BrC=1C=C2C3=C(C=C(C(NS(C=4C(=C(C=C(C(OCC2=CC1)=O)C4)Cl)O)(=O)=O)=C3)F)F 4-bromo-13-chloro-19,21-difluoro-14-hydroxy-16,16-dioxo-9-oxa-16λ6-thia-17-azatetracyclo[16.3.1.111,15.02,7]tricosa-1(21),2,4,6,11,13,15(23),18(22),19-nonaen-10-one